ClC1=C(C=CC(=C1)F)C1=C(C=C(C(=C1)Cl)C(=O)NC=1C=NC(=C(C1)Cl)N1N=CC=N1)NC(C)C 2',5-dichloro-N-(5-chloro-6-(2H-1,2,3-triazol-2-yl)pyridin-3-yl)-4'-fluoro-2-(isopropyl-Amino)-[1,1'-biphenyl]-4-carboxamide